3,4-diaminophenol NC=1C=C(C=CC1N)O